(S)-N-((S)-1-(butylamino)-1-oxo-3-phenylpropan-2-yl)-2-(((E)-2-(diphenylphosphaneyl)benzylidene)amino)-3-methylbutanamide C(CCC)NC([C@H](CC1=CC=CC=C1)NC([C@H](C(C)C)/N=C/C1=C(C=CC=C1)P(C1=CC=CC=C1)C1=CC=CC=C1)=O)=O